COC1=C(C(=CC=C1)OC)N1C(=NN=C1C1=NC(=CC=C1)OC)NS(=O)(=O)C(C(C1=NC=C(C=N1)C)OC)C N-(4-(2,6-dimethoxyphenyl)-5-(6-methoxy-2-pyridinyl)-4H-1,2,4-triazol-3-yl)-1-methoxy-1-(5-methyl-2-pyrimidinyl)-2-propanesulfonamide